C(C1=CC=CC=C1)N1C2CN(CC1C2)C2=NC=C(C=C2)Br 6-benzyl-3-(5-bromo-2-pyridyl)-3,6-diazabicyclo[3.1.1]heptane